C(C)N1CC([C@@H](CC1)NC1=NN2C(C(=N1)OC)=C(C=C2)C=2C=CC1=C(N(N=N1)C)C2)(F)F (R)-N-(1-Ethyl-3,3-difluoropiperidin-4-yl)-4-methoxy-5-(1-methyl-1H-benzo[d][1,2,3]triazol-6-yl)pyrrolo[2,1-f][1,2,4]triazin-2-amine